1-propyl-triethylsilane C(CC)[Si](CC)(CC)CC